3-[1-methyl-6-(4-piperidylmethyl)indazol-3-yl]piperidine-2,6-dione CN1N=C(C2=CC=C(C=C12)CC1CCNCC1)C1C(NC(CC1)=O)=O